OC1=C(C2=C(N=CO2)C=C1)C(=O)OCC ethyl 6-hydroxybenzo[d]oxazole-7-carboxylate